tert-butyl (1-(4-((1-(3-fluoro-4-(2-oxopropyl)phenyl)-2-oxo-1,2-dihydropyrimidin-4-yl)carbamoyl)piperazin-1-yl)-2-methyl-1-oxopropan-2-yl)carbamate FC=1C=C(C=CC1CC(C)=O)N1C(N=C(C=C1)NC(=O)N1CCN(CC1)C(C(C)(C)NC(OC(C)(C)C)=O)=O)=O